2-(2,6-dimethylphenyl)-2-Nitrocyclohexan-1-one CC1=C(C(=CC=C1)C)C1(C(CCCC1)=O)[N+](=O)[O-]